6-[4-(dimethylamino)phenyl]-N-[(2S)-1-hydroxyprop-2-yl]-3-oxo-2-(pyridin-3-yl)-2,3-dihydropyridazine-4-carboxamide CN(C1=CC=C(C=C1)C=1C=C(C(N(N1)C=1C=NC=CC1)=O)C(=O)N[C@H](CO)C)C